3-chloro-N-(1-(difluoromethyl)cyclopropyl)-4-(4-(4,4-difluoropiperidine-1-carbonyl)-2-(5-(2-hydroxypropan-2-yl)-1,3,4-oxadiazol-2-yl)thiazol-5-yl)-2-fluorobenzenesulfonamide ClC=1C(=C(C=CC1C1=C(N=C(S1)C=1OC(=NN1)C(C)(C)O)C(=O)N1CCC(CC1)(F)F)S(=O)(=O)NC1(CC1)C(F)F)F